FC1=C2C=CNC2=CC(=C1OC=1C=CC(=C(C(NC)=N)C1)F)F 5-((4,6-Difluoro-1H-indol-5-yl)oxy)-2-fluoro-N-methylbenzimidamide